BrC=1SC2=C(N1)C=CC(=C2)OCOCC 2-bromo-6-ethoxymethoxybenzothiazole